3,4-dihydroxy-5-methoxybenzoic acid OC=1C=C(C(=O)O)C=C(C1O)OC